ClC1=C(C(=O)N)C=C(C=C1)C1=CC(=CC=C1)COC=1C=C2CN(C(C2=CC1)=O)C1CCCC1 2-Chloro-5-{3-[(2-cyclopentyl-1-oxoisoindolin-5-yloxy)methyl]phenyl}benzamide